4-pyrazin-2-ylcyclohexanol N1=C(C=NC=C1)C1CCC(CC1)O